tert-Butyl 5-(2-(trifluoromethyl)phenyl)-3,4-dihydroisoquinoline-2(1H)-carboxylate FC(C1=C(C=CC=C1)C1=C2CCN(CC2=CC=C1)C(=O)OC(C)(C)C)(F)F